tert-butyl 4-(5-(8-amino-1-(4-((5-fluoro-2-methoxybenzamido)methyl)phenyl)imidazo[1,5-a]pyrazin-3-yl)pyridin-2-yl)piperazine-1-carboxylate NC=1C=2N(C=CN1)C(=NC2C2=CC=C(C=C2)CNC(C2=C(C=CC(=C2)F)OC)=O)C=2C=CC(=NC2)N2CCN(CC2)C(=O)OC(C)(C)C